(S)-6-((3-amino-2-hydroxypropyl)sulfonyl)-3-(1H-benzo[d]imidazol-4-yl)-2-(2H-tetrazol-5-yl)benzenesulfonamide NC[C@@H](CS(=O)(=O)C1=CC=C(C(=C1S(=O)(=O)N)C=1N=NNN1)C1=CC=CC=2NC=NC21)O